C(C)C1(C(NC(NC1=O)=O)=O)CC 5,5-diethyl-barbituric acid